(R)-5-(2-(2,5-difluorophenyl)pyrrolidin-1-yl)-N-(1-fluoro-2-methylpropan-2-yl)pyrazolo[1,5-a]pyrimidine-3-carboxamide FC1=C(C=C(C=C1)F)[C@@H]1N(CCC1)C1=NC=2N(C=C1)N=CC2C(=O)NC(CF)(C)C